6-chloro-5-[4-[(5-fluoro-2-methyl-3-oxo-4H-quinoxalin-6-yl)methyl]piperazin-1-yl]-N-methyl-pyridine-2-carboxamide ClC1=C(C=CC(=N1)C(=O)NC)N1CCN(CC1)CC=1C(=C2NC(C(=NC2=CC1)C)=O)F